tetrakistriphenylphosphino-palladium (0) C1(=CC=CC=C1)P(C1=CC=CC=C1)(C1=CC=CC=C1)[Pd-4](P(C1=CC=CC=C1)(C1=CC=CC=C1)C1=CC=CC=C1)(P(C1=CC=CC=C1)(C1=CC=CC=C1)C1=CC=CC=C1)P(C1=CC=CC=C1)(C1=CC=CC=C1)C1=CC=CC=C1